NC=1SC2=C(N=C(N=C2N[C@@H](CO)CC(C)C)SC(C)C2=C(C=CC=C2)F)N1 (2R)-2-[(2-amino-5-{[1-(2-fluorophenyl)ethyl]thio}[1,3]thiazolo[4,5-d]pyrimidin-7-yl)amino]-4-methylpentan-1-ol